BrC=1C=C(C(=NC1)OC1=C(C=C(C=C1)C#N)OC)C(=O)NC1=CC(=CC=C1)S(=O)(=O)C 5-bromo-2-(4-cyano-2-methoxy-phenoxy)-N-(3-methylsulfonylphenyl)pyridine-3-carboxamide